4-(1-((2-(trimethylsilyl)ethoxy)methyl)-1H-pyrazol-4-yl)benzamide C[Si](CCOCN1N=CC(=C1)C1=CC=C(C(=O)N)C=C1)(C)C